5-fluoro-N-isopropyl-N-methyl-2-(3-(4-oxocyclohexyl)-1H-pyrrolo[2,3-c]pyridin-1-yl)benzamide (S)-1-cyano-3,3-dimethylbutyl-carbamate C(#N)[C@H](CC(C)(C)C)NC(O)=O.FC=1C=CC(=C(C(=O)N(C)C(C)C)C1)N1C=C(C=2C1=CN=CC2)C2CCC(CC2)=O